C1=CC=C2C(=C1)N=C(S2)SSC3=NC4=CC=CC=C4S3 dibenzothiazolyl disulfide